di-benzylidene-acetone C(C1=CC=CC=C1)=CC(=O)C=CC1=CC=CC=C1